CCCCCCCCCCCCCC[C@H]([C@H]([C@H](CO[C@@H]1[C@@H]([C@H]([C@H]([C@H](O1)CO)O)O)O)NC(=O)CCCCCCCCC2=CC=CC=C2)O)O The molecule is a glycophytoceramide having an alpha-D-galactopyranosyl residue at the O-1 position and a 9-phenylnonanoyl group attached to the nitrogen. It derives from an alpha-D-galactose.